ethyl 3-(trifluoromethyl)-1-(2-(trifluoromethyl) pyrimidin-5-yl)-1H-pyrazole-4-carboxylate FC(C1=NN(C=C1C(=O)OCC)C=1C=NC(=NC1)C(F)(F)F)(F)F